2-[4-(diethylamino)-2-hydroxybenzoyl]benzoate C(C)N(C1=CC(=C(C(=O)C2=C(C(=O)[O-])C=CC=C2)C=C1)O)CC